4,7-bis(5-methylthiophen-2-yl)-5,6-diamino-2,1,3-benzothiadiazole CC1=CC=C(S1)C1=C(C(=C(C2=NSN=C21)C=2SC(=CC2)C)N)N